2-(6-trifluoromethylpyridin-2-yl)acetic acid FC(C1=CC=CC(=N1)CC(=O)O)(F)F